6-amino-3-methyl-4-{2-[(1-methylethyl)oxy]phenyl}-2,4-dihydropyrano[2,3-c]pyrazole-5-carbonitrile NC1=C(C(C=2C(=NNC2C)O1)C1=C(C=CC=C1)OC(C)C)C#N